N1CCCC[C@@]12CN(CCC2)C2=NC1=C(N2CC2=CC=C(C=N2)C#N)C=CC=C1 6-((2-((6R)-1,8-Diazaspiro[5.5]undecan-8-yl)-1H-benzimidazol-1-yl)methyl)-3-pyridincarbonitril